C1(CCC1)NC1=NNC=2C1=NC(=CC2CN2CCCC2)C=2C(=C1CN(C(C1=CC2)=O)N2C(CCCC2=O)=O)F (5-(3-(cyclobutylamino)-7-(pyrrolidin-1-ylmethyl)-1H-pyrazolo[4,3-b]pyridin-5-yl)-4-fluoro-1-oxoisoindolin-2-yl)piperidine-2,6-dione